sodium sulfosuccinate dioctanoate C(CCCCCCC)(=O)[O-].C(CCCCCCC)(=O)O.S(=O)(=O)(O)C(C(=O)O)CC(=O)O.[Na+]